O=C1N(CCC2=CC=CC=C12)CC(=O)NC(C(=O)O)CC 2-(2-(1-oxo-3,4-dihydroisoquinolin-2(1H)-yl)acetamido)butanoic acid